COCCOC1=CC=C(OC2CN(C2)C=2C(=C(C(=O)O)C=CC2)N2C=CC=C2)C=C1 3-(3-(4-(2-methoxyethoxy)phenoxy)azetidin-1-yl)-2-(1H-pyrrol-1-yl)benzoic acid